5-cyano-3-methylbenzoic acid C(#N)C=1C=C(C=C(C(=O)O)C1)C